7-(2-chloro-5-methylpyrimidin-4-yl)-4-methyl-2H,3H,4H,5H-1λ6-thieno[2,3-f][1,4]thiazepine-1,1,5-trione ClC1=NC=C(C(=N1)C1=CC2=C(C(N(CCS2(=O)=O)C)=O)S1)C